NC1=CC=C2C(OC(C2=C1)=O)CC1=C(C=C(C=C1)C(F)(F)F)C 6-amino-3-(2-methyl-4-(trifluoromethyl)benzyl)isobenzofuran-1(3H)-one